C1(CCCCC1)C1=C(OC2(CC2)C(=O)NS(=O)(=O)C2=NC(=CC=C2)N2CCC(CC2)(C)O)C=C(C=C1)C 1-(2-Cyclohexyl-5-methylphenoxy)-N-((6-(4-hydroxy-4-methylpiperidin-1-yl)pyridin-2-yl)sulfonyl)cyclopropane-1-carboxamide